ClC1=C(C=CC=C1NC(=O)C=1N(C2=C(CNCC2)N1)C)C1=C(C(=CC=C1)NC(=O)C=1N(C2=C(CNCC2)N1)C)C N,N'-(2-Chloro-2'-methyl-[1,1'-biphenyl]-3,3'-diyl)bis(1-methyl-4,5,6,7-tetrahydro-1H-imidazo[4,5-c]pyridin-2-carboxamid)